BrC1=CC=C(OC2=C(C=C(C=C2)[N+](=O)[O-])F)C=C1 1-(4-bromophenoxy)-2-fluoro-4-nitrobenzene